(4s)-3-(4-cyano-benzyl)-5-isopropyl-1-oxa-5-azaspiro[5.5]undec-7,10-diene-4,9-dione C(#N)C1=CC=C(CC2COC3(N(C2=O)C(C)C)C=CC(C=C3)=O)C=C1